5-(((tert-butyldiphenylsilyl)oxy)methyl)-2-(1-ethoxyvinyl)-4-((4-methoxybenzyl)oxy)pyrimidine [Si](C1=CC=CC=C1)(C1=CC=CC=C1)(C(C)(C)C)OCC=1C(=NC(=NC1)C(=C)OCC)OCC1=CC=C(C=C1)OC